CC1(CC1)C1=CC=C(C=C1)[C@H](C1=CC=CC=C1)NC(=O)[C@H]1[C@H](CCC1)C(=O)O (1S,2R)-2-(((S)-(4-(1-methylcyclopropyl)phenyl)(phenyl)methyl)carbamoyl)cyclopentane-1-carboxylic acid